FC=1C=C(CC23CN(CC3C2C(=O)N)C(C)C2=CC=CC3=CC=CC=C23)C=CC1 (3-Fluorobenzyl)-3-(1-(naphthalen-1-yl)ethyl)-3-azabicyclo[3.1.0]hexane-6-carboxamide